S1C2=C(C=C1)C=C(C=C2)CNC(=O)[C@@H]2CN(CCC2)C=2C1=C(N=CN2)NC(=C1)C1=CC=C(C=C1)C(F)(F)F (S)-N-(benzo[b]thiophen-5-ylmethyl)-1-(6-(4-(trifluoromethyl)phenyl)-7H-pyrrolo[2,3-d]pyrimidin-4-yl)piperidine-3-carboxamide